C(CCCCCCCCCCCCCCCCCCCCCCCCC)(=O)OCCCCCCCCCCCCCCCCCCCC arachidyl cerotate